(R)-3-(6-chloropyridin-3-yl)-5-(1-(3,5-dichloropyridin-4-yl)ethoxy)-1H-pyrazolo[4,3-b]pyridine ClC1=CC=C(C=N1)C1=NNC=2C1=NC(=CC2)O[C@H](C)C2=C(C=NC=C2Cl)Cl